[Li+].[Li+].[Li+].[Li+].C1=NC(=C2C(=N1)N(C=N2)[C@H]3[C@@H]([C@@H]([C@H](O3)COP(=O)([O-])OP(=O)(NP(=O)([O-])[O-])[O-])O)O)N.O Adenosine 5'-(β,γ-imido)triphosphate tetralithium salt hydrate